FC1=C(CN2C(C3=NC=CC=C3C2=O)([2H])[2H])C(=CC(=C1)C=1C2=CN(N=C2C(=CC1)OC)C)C 6-(2-fluoro-4-(7-methoxy-2-methyl-2H-indazol-4-yl)-6-methylbenzyl)-6,7-dihydro-5H-pyrrolo[3,4-b]pyridin-5-one-7,7-d2